ClC1=C(O[C@@H](C(=O)O)C)C=CC(=C1)Cl R-2-(2,4-dichlorophenoxy)propanoic acid